CP(=O)(C)C=1C=CC2=CN(N=C2C1)C1=C(C#N)C=C(C=C1)CN1CC2=CC=CC=C2C1 2-(6-(dimethylphosphoryl)-2H-indazol-2-yl)-5-(isoindolin-2-ylmethyl)benzonitrile